(3Z)-15,15-dioctyloxy-3-pentadecen-1-ol C(CCCCCCC)OC(CCCCCCCCCC\C=C/CCO)OCCCCCCCC